2-(4-(2-((3-(Bis(2-hydroxytetradecyl)amino)propyl)disulfaneyl)ethyl)piperazin-1-yl)ethyl 5-(bis(2-hydroxydecyl)amino)pentanoate OC(CN(CCCCC(=O)OCCN1CCN(CC1)CCSSCCCN(CC(CCCCCCCCCCCC)O)CC(CCCCCCCCCCCC)O)CC(CCCCCCCC)O)CCCCCCCC